(1-(9-ethyl-9H-carbazol-3-yl)-5-phenyl-1H-1,2,3-triazol-4-yl)(phenyl)methanol C(C)N1C2=CC=CC=C2C=2C=C(C=CC12)N1N=NC(=C1C1=CC=CC=C1)C(O)C1=CC=CC=C1